5-(4-chloro-2-fluorophenyl)-7-(2-(1,3-dimethyl-1H-pyrazol-4-yl)-4-morpholinyl)-2,3-dimethylpyrido[4,3-d]pyrimidin-4(3H)-one ClC1=CC(=C(C=C1)C1=NC(=CC=2N=C(N(C(C21)=O)C)C)N2CC(OCC2)C=2C(=NN(C2)C)C)F